tert-butyl 6-[(3S)-4-(4-chloro-3-ethyl-phenyl)-3-methyl-piperazin-1-yl]-3,6-dioxo-hexanoate ClC1=C(C=C(C=C1)N1[C@H](CN(CC1)C(CCC(CC(=O)OC(C)(C)C)=O)=O)C)CC